Lauroyl-glycine sodium salt [Na+].C(CCCCCCCCCCC)(=O)NCC(=O)[O-]